Natrium (S)-3-(3'-Chlorobiphenyl-3-yl)-3-(3-(1,5-dimethyl-4-oxido-2-oxo-1,2-dihydropyridin-3-yl)ureido)propanoat ClC=1C=C(C=CC1)C1=CC(=CC=C1)[C@H](CC(=O)[O-])NC(=O)NC=1C(N(C=C(C1[O-])C)C)=O.[Na+].[Na+]